4-(2,6-dimethylpyridin-4-yl)-1-(4-(4-fluorophenyl)-5-(isopropylsulfanyl)thiazol-2-yl)-3-methyl-1H-pyrazole-5-carboxylic acid CC1=NC(=CC(=C1)C=1C(=NN(C1C(=O)O)C=1SC(=C(N1)C1=CC=C(C=C1)F)SC(C)C)C)C